2-((6-((2,2-difluoroethyl)(methyl)amino)benzo[d][1,3]dioxol-5-yl)thio)-1-(2-(neopentylamino)ethyl)-1H-imidazo[4,5-c]pyridin-4-amine FC(CN(C=1C(=CC2=C(OCO2)C1)SC=1N(C2=C(C(=NC=C2)N)N1)CCNCC(C)(C)C)C)F